N-((R)-(2-(4-(1-(benzo[d]thiazol-5-yl)ethyl)piperazin-1-yl)pyrimidin-5-yl)(methyl)(oxo)-λ6-sulfanylidene)-2,2,2-trifluoroacetamide S1C=NC2=C1C=CC(=C2)C(C)N2CCN(CC2)C2=NC=C(C=N2)[S@](=NC(C(F)(F)F)=O)(=O)C